C(C1CO1)OCCC[Si](C)(OCC)OCC 3-glycidoxypropyldiethoxy-methylsilane